Cl.C(C)OC(=O)C=1N(C=C(C(C1)=O)C(=O)OCC)C(C)C 1-isopropyl-4-oxo-1,4-dihydropyridine-2,5-dicarboxylic acid diethyl ester hydrochloride